ClC=1C(=CC(=C(C1)N(C(=O)[C@H]1N(C([C@]([C@H]1O)(O)C1CC1)=O)C1=NC(=CC(=C1)C(F)(F)F)C)C)F)F (2S,3S,4S)-N-(5-chloro-2,4-difluorophenyl)-4-cyclopropyl-3,4-dihydroxy-N-methyl-1-(6-methyl-4-(trifluoromethyl)pyridin-2-yl)-5-oxopyrrolidine-2-carboxamide